FC1(CN(C1)CC=1C=CC(N(C1)C(C(=O)N[C@@H](CC(=O)OC)C=1C=NC=C(C1)C1=C(C=CC=C1C)C)CC(C)C)=O)F methyl (3s)-3-(2-(5-((3,3-difluoroazetidin-1-yl)methyl)-2-oxopyridin-1(2H)-yl)-4-methylpentanamido)-3-(5-(2,6-dimethylphenyl)pyridin-3-yl)propanoate